tert-butyl 3-(3,4-dichlorophenyl)-1-ethyl-2,4-dioxo-1,3,8-triazaspiro[4.6]undecane-8-carboxylate ClC=1C=C(C=CC1Cl)N1C(N(C2(C1=O)CCN(CCC2)C(=O)OC(C)(C)C)CC)=O